2-(4-((5-((2,6-difluoro-3,5-dimethoxybenzyl)oxy)pyrimidin-2-yl)amino)-1H-pyrazol-1-yl)ethan-1-ol FC1=C(COC=2C=NC(=NC2)NC=2C=NN(C2)CCO)C(=C(C=C1OC)OC)F